COC1=CC=C(CN(C2=NC(=NN3C2=NC=C3)NC(C)CCC)CC3=CC=C(C=C3)OC)C=C1 N4,N4-bis(4-methoxybenzyl)-N2-(pentan-2-yl)imidazo[2,1-f][1,2,4]triazine-2,4-diamine